[Cl-].C(=O)(O)C=1C=CC(=NC1)OC1=CC=C(C=C1)C1CCN(CC1)C(=O)C1=CC(=C(C=C1)N1CC[NH+](CC1)CC)NS(=O)(=O)CC1=CC=CC=C1 4-(4-(4-(4-((5-carboxypyridin-2-yl)oxy)phenyl)piperidine-1-carbonyl)-2-((phenylmethyl)-sulfonamido)phenyl)-1-ethylpiperazin-1-ium chloride